5-(1,3-benzooxazol-7-yl)-1-isopropyl-3-methyl-N-[(1-methylpyrazol-4-yl)methyl]pyrazolo[4,3-b]pyridin-7-amine O1C=NC2=C1C(=CC=C2)C2=CC(=C1C(=N2)C(=NN1C(C)C)C)NCC=1C=NN(C1)C